ClC1=C(C=C(C=C1)C=1C=C(C(N(N1)C1=CC(=CC=C1)F)=O)C(=O)N[C@H](CO)[C@H]1COCC1)F 6-(4-chloro-3-fluorophenyl)-2-(3-fluorophenyl)-N-{(1S)-2-hydroxy-1-[(3S)-tetrahydrofuran-3-yl]ethyl}-3-oxo-2,3-dihydropyridazine-4-carboxamide